6-[(2R)-4-(2-chloro-4-fluorobenzoyl)-2-ethylpiperazin-1-yl]-3-(2-ethoxypyridin-3-yl)-2-fluoro-N-[2-(methylamino)ethyl]benzamide ClC1=C(C(=O)N2C[C@H](N(CC2)C2=CC=C(C(=C2C(=O)NCCNC)F)C=2C(=NC=CC2)OCC)CC)C=CC(=C1)F